3-(m-aminophenoxy)propyl-diethoxysilane NC=1C=C(OCCC[SiH](OCC)OCC)C=CC1